NC1=NC=2C=CC=C(C2C2=C1N=C(N2)COCC)OCC(C)O 1-[[4-amino-2-(ethoxymethyl)-1H-imidazo[4,5-c]quinolin-9-yl]oxy]-2-propanol